methyl 2-[1-[3-methyl-2-(2-oxa-7-azaspiro[3.4]octan-7-yl)-4-oxo-quinazolin-8-yl]ethylamino]benzoate CN1C(=NC2=C(C=CC=C2C1=O)C(C)NC1=C(C(=O)OC)C=CC=C1)N1CCC2(COC2)C1